N[C@H](C)C=1N=C2N(C=C(C=C2N2C(C3CC3C2)=O)C)C1 3-(2-((R)-1-aminoethyl)-6-methylimidazo[1,2-a]pyridin-8-yl)-3-azabicyclo[3.1.0]hexan-2-one